1-(4-((7-methoxy-4-(phenylamino)quinazolin-6-yl)oxy)piperidin-1-yl)prop-2-en-1-one COC1=C(C=C2C(=NC=NC2=C1)NC1=CC=CC=C1)OC1CCN(CC1)C(C=C)=O